2-chloro-5-fluoro-4-(iodoethynyl)pyrimidine ClC1=NC=C(C(=N1)C#CI)F